(5-chloropyridin-2-yl)methoxy-1,3,4-thiadiazol-2-amine ClC=1C=CC(=NC1)COC1=NN=C(S1)N